O[C@H](C(=O)OC)CO (S)-methyl 2,3-dihydroxypropionate